C(C(C)C)N1CCCC2=CC=C(C=C12)NC(CCCCCCCCCCCCCCC)=O 1-isobutyl-7-(N-palmitoylamino)-1,2,3,4-tetrahydroquinoline